(S)-4-((3-chloro-2,4-difluorophenyl)(methyl)carbamoyl)-3-(6,7-dihydro-5H-cyclopenta[b]pyridin-2-yl)-2-oxoimidazolidine-1-carboxylate ClC=1C(=C(C=CC1F)N(C(=O)[C@H]1N(C(N(C1)C(=O)[O-])=O)C1=CC=C2C(=N1)CCC2)C)F